CO[Si](CCCNCCC[Si](O[Si](O[Si](O[Si](O[Si](O[Si](OC)(OC)CCCNCCC[Si](OC)(OC)OC)(C)C)(C)C)(C)C)(C)C)(OC)OC)(OC)OC 1,11-bis(3-trimethoxysilylpropylaminopropyl)-1,1,11,11-tetramethoxy-3,3,5,5,7,7,9,9-octamethylhexasiloxane